N-(2-hydroxy-5-(1-oxo-6-(6-(trifluoromethyl)pyridin-3-yl)-3,4-dihydroisoquinolin-2(1H)-yl)phenyl)methanesulfonamide OC1=C(C=C(C=C1)N1C(C2=CC=C(C=C2CC1)C=1C=NC(=CC1)C(F)(F)F)=O)NS(=O)(=O)C